2-sulfamoyl-pyridin S(N)(=O)(=O)C1=NC=CC=C1